4-methyl-catechol diacetate C(C)(=O)OC=1C(OC(C)=O)=CC(=CC1)C